C[Si](C)(C)C(C#C)O trimethylsilyl-2-propyn-1-ol